4-(((butylthio)methyl)thio)-6-phenyl-2-(pyridin-3-yl)pyrimidine-5-carbonitrile C(CCC)SCSC1=NC(=NC(=C1C#N)C1=CC=CC=C1)C=1C=NC=CC1